6-(tert-butyl)-10-(2-(2-methoxyethoxy)ethoxy)-2-oxo-6,7-dihydro-2H-pyrido[2',1':3,4]pyrazino[1,2-b]indazole-3-carboxylic acid C(C)(C)(C)C1N2C(C=3N(N=C4C(=CC=CC34)OCCOCCOC)C1)=CC(C(=C2)C(=O)O)=O